N1C=C(C2=CC=CC=C12)NCC1N(CCC2=CC(=C(C=C12)OCC)OC)C=O 1-(((1H-indol-3-yl)amino)methyl)-7-ethoxy-6-meth-oxy-3,4-dihydroisoquinoline-2(1H)-formaldehyde